CCCCCC(=O)/C=C/C=C\\C/C=C\\C/C=C\\CCCC(=O)O The molecule is an oxoicosatetraenoic acid having (5Z,8Z,11Z,13E) double bond stereochemistry, and an oxo group in position 15. It has a role as a human metabolite. It derives from an icosa-5,8,11,13-tetraenoic acid. It is a conjugate acid of a 15-oxo-ETE(1-).